2-anilino-3-methyl-6-(N-isobutyl-N-methylamino)fluorene N(C1=CC=CC=C1)C1=CC=2CC3=CC=C(C=C3C2C=C1C)N(C)CC(C)C